(1-adamantyl)-N-(3,4-diaminophenyl)acetamide C12(CC3CC(CC(C1)C3)C2)CC(=O)NC2=CC(=C(C=C2)N)N